tert-Butyl 4-[(3,4-dimethoxyphenyl)(2-tosylhydrazono)methyl]piperidine-1-carboxylate COC=1C=C(C=CC1OC)C(C1CCN(CC1)C(=O)OC(C)(C)C)=NNS(=O)(=O)C1=CC=C(C)C=C1